NC=1C=2N(C=CN1)C(=NC2C2=CC=C(C=C2)C(NC2=NC=CC(=C2)C(F)(F)F)=O)[C@@H]2C[C@@H](CC2)C(=O)N2C[C@@H](CC2)C(=O)O (3R)-1-({(1R,3S)-3-[8-amino-1-(4-{[4-(trifluoromethyl)pyridin-2-yl]carbamoyl}phenyl)imidazo[1,5-a]pyrazin-3-yl]cyclopentyl}carbonyl)pyrrolidine-3-carboxylic acid